tert-butyl [(R)-1-{5-[p-(4-morpholino-1-{[2-(trimethylsilyl)ethoxy]methyl}-1H-1,5,7-triazainden-2-yl)phenylamino]-2-pyrimidinyl}-3-piperidyl]carbamate O1CCN(CC1)C1=C2C=C(N(C2=NC=N1)COCC[Si](C)(C)C)C1=CC=C(C=C1)NC=1C=NC(=NC1)N1C[C@@H](CCC1)NC(OC(C)(C)C)=O